OCC1=CC=C(C=C1)CCCCNC(OC(C)(C)C)=O tert-Butyl (4-(4-(hydroxymethyl)phenyl)butyl)carbamate